OC1=CC=CC(=N1)C(=O)NN1C(=CC2=CC=CC=C12)C 6-hydroxy-N-(2-methyl-1H-indol-1-yl)picolinamide